7-methyl-4-octanone CC(CCC(CCC)=O)C